(S)-N-(2-(1-(6-ethoxy-5-methoxypyridin-2-yl)-2-(methylsulfonyl)ethyl)-7-fluoro-1,3-dioxoisoindolin-4-yl)cyclopropanecarboxamide C(C)OC1=C(C=CC(=N1)[C@@H](CS(=O)(=O)C)N1C(C2=C(C=CC(=C2C1=O)NC(=O)C1CC1)F)=O)OC